OC(CN1C[C@@H]2[C@H](C1)CC(C2)OC2=CC=C(C=C2)OC)C2=CC=C(C=N2)O rac-6-(1-hydroxy-2-((3aR,5r,6aS)-5-(4-methoxyphenoxy)hexahydrocyclopenta[c]pyrrol-2(1H)-yl)ethyl)pyridin-3-ol